Cl.Cl.C(CC(=O)OCCCC)(=O)ON(CC)CC (diethylamino) butyl malonate dihydrochloride